3-((3-(4-chlorophenethyl)-1,2,4-oxadiazol-5-yl)methyl)-1,5-dimethylpyrimidine-2,4(1H,3H)-dione ClC1=CC=C(CCC2=NOC(=N2)CN2C(N(C=C(C2=O)C)C)=O)C=C1